(3,3-difluoro-1-(6-nitropiperidin-3-yl)piperidin-4-yl)(methyl)carbamic acid tert-butyl ester C(C)(C)(C)OC(N(C)C1C(CN(CC1)C1CNC(CC1)[N+](=O)[O-])(F)F)=O